7-(azetidin-1-yl)-2-((3-fluoropyridin-2-yl)methyl)-8-(3-methylimidazo[1,2-a]pyridin-6-yl)-[1,2,4]triazolo[1,5-c]pyrimidin-5-amine N1(CCC1)C1=C(C=2N(C(=N1)N)N=C(N2)CC2=NC=CC=C2F)C=2C=CC=1N(C2)C(=CN1)C